6-chloro-N-(4,4-difluorocyclohexyl)-5-fluoro-2-(4-methylthiazol-2-yl)pyrimidin-4-amine ClC1=C(C(=NC(=N1)C=1SC=C(N1)C)NC1CCC(CC1)(F)F)F